(3S)-1-[2-[4-(2-Chloro-4-fluoro-phenyl)-2-oxo-chromen-7-yl]oxypropanoyl]piperidin ClC1=C(C=CC(=C1)F)C1=CC(OC2=CC(=CC=C12)OC(C(=O)N1CCCCC1)C)=O